(2-{4-[(4bS,6R)-1-(1-methanesulfonyl-1-methyl-ethyl)-5-methyl-5,6,8a,9-tetrahydro-8H-7,10-dioxa-2,4,4b-triazaphenanthren-3-yl]-phenyl}-ethyl)-carbamic acid benzyl ester C(C1=CC=CC=C1)OC(NCCC1=CC=C(C=C1)C=1N=C(C=2OCC3COCC(N3C2N1)C)C(C)(C)S(=O)(=O)C)=O